2-[acetyl-(benzyl)amino]-7-chloro-6-hydroxy-N-methyl-1-benzothiophene-3-carboxamide C(C)(=O)N(C=1SC2=C(C1C(=O)NC)C=CC(=C2Cl)O)CC2=CC=CC=C2